FC=1C=C(C=C(C1)C1(CC(C1)C)C1=NN=CN1C)N1C(C2=CC(=CC(=C2C1)C(F)(F)F)CN1C[C@H](CCC1)C)=O (S)-2-(3-fluoro-5-(3-methyl-1-(4-methyl-4H-1,2,4-triazol-3-yl)cyclobutyl)phenyl)-6-((3-methylpiperidin-1-yl)methyl)-4-(trifluoromethyl)isoindol-1-one